ONO.[N+](=O)([O-])N1N=NN=C1C1(N(N(N(N1[N+](=O)[O-])[N+](=O)[O-])[N+](=O)[O-])[N+](=O)[O-])[N+](=O)[O-] hexanitro-5,5'-bi-tetrazole dihydroxyamine salt